N4-(2-fluoro-4-((1-(2-methoxypyrimidin-5-yl)-1H-pyrazol-3-yl)oxy)phenyl)-7-methoxy-N6-(2-azaspiro[3.3]heptan-6-yl)quinazoline-4,6-diamine FC1=C(C=CC(=C1)OC1=NN(C=C1)C=1C=NC(=NC1)OC)NC1=NC=NC2=CC(=C(C=C12)NC1CC2(CNC2)C1)OC